tert-butyl (1R*,2S*,5S*)-2-(6-bromo-4-oxo-3,4-dihydrothieno[3,2-d]pyrimidin-2-yl)-3-azabicyclo[3.1.0]hexane-3-carboxylate BrC1=CC=2N=C(NC(C2S1)=O)[C@@H]1[C@@H]2C[C@@H]2CN1C(=O)OC(C)(C)C |o1:11,12,14|